FC1(C2CC(CC12)C1=NC(=CC2=C1N=C(N(C2=O)C)C)C2CC(OCC2)C=2C=NN(C2)C)F 8-(6,6-difluoro-3-bicyclo[3.1.0]hexanyl)-2,3-dimethyl-6-[2-(1-methylpyrazol-4-yl)tetrahydropyran-4-yl]pyrido[3,4-d]pyrimidin-4-one